FC1=CC=C(C=C1)N1N=C(N=C1C1=CC=C(C=C1)C(C)C)CNC1CCCCCC1 N-((1-(4-fluorophenyl)-5-(4-isopropylphenyl)-1H-1,2,4-triazol-3-yl)methyl)cycloheptylamine